3-{5-[5-Amino-1-(2,2-dimethylpropyl)-4-oxo-1,4-dihydro-1,6-naphthyridin-7-yl]-1-oxo-2,3-dihydro-1H-isoindol-2-yl}piperidine-2,6-dione NC1=C2C(C=CN(C2=CC(=N1)C=1C=C2CN(C(C2=CC1)=O)C1C(NC(CC1)=O)=O)CC(C)(C)C)=O